3-(4-(Bromomethyl)-6-fluoropyridin-2-yl)piperidine-2,6-dione BrCC1=CC(=NC(=C1)F)C1C(NC(CC1)=O)=O